O=C([C@@H](CC)NC(OC(C)(C)C)=O)C#C tert-butyl (R)-(4-oxohex-5-yn-3-yl)carbamate